tri-o-cresyl phosphate CC1=CC=CC=C1OP(=O)(OC2=CC=CC=C2C)OC3=CC=CC=C3C